O[C@H]1C[C@H](CC1)C=1C=C(N(N1)C(C)(C)C)NC1=CC=CC=2CCS(C21)(=O)=O 7-({5-[(1S,3R)-3-hydroxycyclopentyl]-2-(2-methylpropan-2-yl)pyrazol-3-yl}amino)-2,3-dihydro-1λ6-benzothien-1,1-dione